4-(Benzylamino)-3,3-difluoropiperidine-1-carboxylic acid tert-butyl ester C(C)(C)(C)OC(=O)N1CC(C(CC1)NCC1=CC=CC=C1)(F)F